COC1CCC(CC1)N (1r,4r)-4-methoxycyclohexanamine